CC1=NC(=CC(=N1)NC1=NN2C(C=C(C=C2)C2=C(C=NN2C)OC[C@@H]2N(CC2)C(=O)OC(C)(C)C)=C1)C tertbutyl (R)-2-(((5-(2-((2,6-dimethylpyrimidin-4-yl)amino)pyrazolo[1,5-a]pyridin-5-yl)-1-methyl-1H-pyrazol-4-yl)oxy)methyl)azetidine-1-carboxylate